C(C)C1N(CCOC1)CCC ethyl-4-propyl-morpholine